BrCC1=C(C=C(C=C1)B1OC(C(O1)(C)C)(C)C)F 2-[4-(bromomethyl)-3-fluoro-phenyl]-4,4,5,5-tetramethyl-1,3,2-dioxaborolane